2-((2-((1r,4r)-4-(cyanomethyl)-4-hydroxycyclohexyl)-6-methoxy-2H-indazol-5-yl)carbamoyl)-6-methylpyridine 1-oxide C(#N)CC1(CCC(CC1)N1N=C2C=C(C(=CC2=C1)NC(=O)C1=[N+](C(=CC=C1)C)[O-])OC)O